2-Amino-7-fluoro-4-(5-fluoro-3-((1-((4-(fluoromethylene)piperidin-1-yl)methyl)cyclopropyl)methoxy)-7,9-dihydrofuro[3,4-f]quinazolin-6-yl)benzo[b]thiophene-3-carbonitrile NC1=C(C2=C(S1)C(=CC=C2C=2C1=C(C=3C=NC(=NC3C2F)OCC2(CC2)CN2CCC(CC2)=CF)COC1)F)C#N